C1(CC1)C1=CC(=C(C=C1)N(C(=O)[C@@H]1N(CCOC1)C(=O)OC(C)(C)C)C(C(=O)NC1CCC(CC1)(F)F)C=1C=NC=CC1C(F)(F)F)F (3R)-tert-butyl 3-((4-cyclopropyl-2-fluorophenyl) (2-((4,4-difluorocyclohexyl)amino)-2-oxo-1-(4-(trifluoromethyl)pyridin-3-yl)ethyl)carbamoyl)morpholine-4-carboxylate